O=C(CC[C@H]1NCOC1)N1CC(C1)C1=NC=C(C=C1)NCC1(CC1)C(F)(F)F (4R)-4-[3-Oxo-3-[3-[5-[[1-(trifluoromethyl)cyclopropyl]methylamino]-2-pyridyl]azetidin-1-yl]propyl]oxazolidin